(2-hydroxy)Ethyl Vanillin OC1=C(C=O)C=CC(=C1OCC)O